1,5-Diaminobiuret NNC(=O)NC(=O)NN